2-(3-fluoro-1-(5-(trifluoromethyl)pyrimidin-2-yl)piperidin-4-ylidene)acetic acid FC1CN(CCC1=CC(=O)O)C1=NC=C(C=N1)C(F)(F)F